NC1=NC=2C=NC(=CC2C2=C1COC2)C(=O)N2[C@H](COCC2)C2=NC=C(C=C2)OC(F)F (4-amino-1,3-dihydrofuro[3,4-c][1,7]naphthyridin-8-yl)((3S)-3-(5-(difluoromethoxy)-2-pyridinyl)-4-morpholinyl)methanone